N1(CCCCC1)C1CCN(CC1)CC1=C(C(=O)NC2=CC=C(C=C2)Br)C=CC=C1 ([1,4'-bipiperidine]-1'-ylmethyl)-N-(4-bromophenyl)benzamide